(R)-tert-butyl 3-((4-(2-methoxy-4-methylphenyl)-7-methylphthalazin-1-yl)amino)piperidine-1-carboxylate COC1=C(C=CC(=C1)C)C1=NN=C(C2=CC(=CC=C12)C)N[C@H]1CN(CCC1)C(=O)OC(C)(C)C